C(CCCCC)C1=C(C=CC2=CC=CC=C12)C=C α-hexyl-2-vinylnaphthalene